ClC1=C(C(=CC=C1Cl)Cl)OC 2,3,6-Trichloroanisole